N-(7-fluoro-2-methylimidazo[1,2-a]pyridin-6-yl)-4-((3R,5S)-3,4,5-trimethylpiperazin-1-yl)-2,3-dihydro-1H-pyrrolo[2,3-b]pyridine FC1=CC=2N(C=C1N1CCC=3C1=NC=CC3N3C[C@H](N([C@H](C3)C)C)C)C=C(N2)C